Acrylnitrylbutylstyrol C(=O)(C=C)C(=CC1=CC=CC=C1)CCCC[N+](=O)[O-]